ClC=1C(=NC(=NC1)NC1=C(C=C2CCN(CC2=C1)C)OC)N1C=C(C2=CC=CC=C12)F N-(5-Chloro-4-(3-fluoro-1H-indol-1-yl)pyrimidin-2-yl)-6-methoxy-2-methyl-1,2,3,4-tetrahydroisoquinolin-7-amine